ClC1=C(C(N(N=C1)CC(=O)NC1=CC(=C(C=C1)C)S(N(C)C)(=O)=O)=O)CC(=O)N 2-[5-chloro-2-[2-[3-(dimethylsulfamoyl)-4-methyl-anilino]-2-oxo-ethyl]-3-oxo-pyridazin-4-yl]acetamide